C1(CC1)C=1C=NN(C1CO[C@H]1[C@@H]2C(N([C@H](C1)C2)C2=CC(=C(C(=O)NS(=O)(=O)C1CCOCC1)C=C2)F)=O)C2=C(C=CC=C2Cl)Cl 4-((1S,4R,5R)-5-((4-Cyclopropyl-1-(2,6-dichlorophenyl)-1H-pyrazol-5-yl)methoxy)-3-oxo-2-azabicyclo[2.2.1]heptan-2-yl)-2-fluoro-N-((tetrahydro-2H-pyran-4-yl)sulfonyl)benzamid